3-(benzyloxy)-5-bromo-2-(methylamino)benzamide C(C1=CC=CC=C1)OC=1C(=C(C(=O)N)C=C(C1)Br)NC